FC(OC=1C=C(C=CC1)[C@H](CC(F)F)NC(C[C@@H](C(C)(C)C)O)=O)F (S)-N-((S)-1-(3-(Difluoromethoxy)phenyl)-3,3-difluoropropyl)-3-hydroxy-4,4-dimethylpentanamid